12-nonyl-10-oxo-9,11-dioxa-3,6-diazahenicosan-21-oate C(CCCCCCCC)C(OC(OCCNCCNCC)=O)CCCCCCCCC(=O)[O-]